5-amino-N-(4-(4-methylpiperazine-1-carbonyl)phenyl)-1H-pyrazolo[3,4-b]pyridine-3-carboxamide NC=1C=C2C(=NC1)NN=C2C(=O)NC2=CC=C(C=C2)C(=O)N2CCN(CC2)C